2-Chloro-8,8-dimethyl-6,7-dihydro-5H-quinoline-3-carboxylic acid ClC1=NC=2C(CCCC2C=C1C(=O)O)(C)C